4-(7-Chloro-1H-pyrrolo[3,2-c]pyridin-4-yl)-N-(4-hydroxybicyclo[2.2.1]heptan-1-yl)benzamide ClC=1C2=C(C(=NC1)C1=CC=C(C(=O)NC34CCC(CC3)(C4)O)C=C1)C=CN2